CC=CC1=CC=C(C=C1)CC methyl-p-ethylstyrene